C(C=C)(=O)OC=1C2=CC=CC=C2C=C2C=CC=CC12 9-anthracenyl 2-propenoate